COC1CCC(CC1)N1C(=NC2=C1C=CC(=C2)C=2C(=NN(C2C)C)C)N2C(CCCC2)=O 1-(((1r,4S)-4-methoxycyclohexyl)-5-(1,3,5-trimethyl-1H-pyrazol-4-yl)-1H-benzo[d]imidazol-2-yl)piperidin-2-one